C1(CCC1)N[C@@]1(CN(CC1)C1=CC=C(N=N1)C1=C(C=C(C(=C1)F)C1=CN=NC(=C1)OC)O)C 2-{6-[(3S)-3-(cyclobutylamino)-3-methylpyrrolidin-1-yl]pyridazin-3-yl}-4-fluoro-5-(6-methoxypyridazin-4-yl)phenol